ClC1=C(OCC(=O)O)C(=CC(=C1)C(CC(C)(C)C)(C)C)Cl.ClC1=NC(=NC(=N1)N1CCOCC1)N1CCOCC1 4,4'-(6-chloro-1,3,5-triazine-2,4-diyl)dimorpholine 2,6-dichloro-4-(1,1,3,3-tetramethylbutyl)phenoxyacetate